15-chloro-21-fluoro-16-methoxy-11-methyl-18,18-dioxo-8-oxa-18λ6-thia-11,19-diazatetracyclo[18.3.1.113,17.02,7]pentacosa-1(24),2,4,6,13(25),14,16,20,22-nonaen-10-one ClC1=CC=2CN(C(COC3=CC=CC=C3C=3C=CC(=C(NS(C(=C1OC)C2)(=O)=O)C3)F)=O)C